N=1N=CN(C1)N=CC1=CC=[NH+]C=C1 4-(4H-1,2,4-triazol-4-yl)iminomethyl-pyridinium